3-(5-{3-[(3S,4R)-4-[6-amino-8-oxo-7-(4-phenoxyphenyl)purin-9-yl]-3-fluoro-[1,4'-bipiperidin]-1'-yl]prop-1-yn-1-yl}-1-oxo-3H-isoindol-2-yl)piperidine-2,6-dione NC1=C2N(C(N(C2=NC=N1)[C@H]1[C@H](CN(CC1)C1CCN(CC1)CC#CC=1C=C2CN(C(C2=CC1)=O)C1C(NC(CC1)=O)=O)F)=O)C1=CC=C(C=C1)OC1=CC=CC=C1